C(CCOC1=C(C=C(C=C1C)F)C=1C(=C(C=C(C1)C(C)(CC(C)(C)C)C)C=1C2=CC=C(C=C2C=C2C=CC(=CC12)C(C)(C)C)C(C)(C)C)O)OC1=C(C=C(C=C1C)F)C=1C(=C(C=C(C1)C(C)(CC(C)(C)C)C)C=1C2=CC=C(C=C2C=C2C=CC(=CC12)C(C)(C)C)C(C)(C)C)O 2',2'''-(propane-1,3-diylbis(oxy))bis(3-(2,6-di-tert-butylanthracen-9-yl)-5'-fluoro-3'-methyl-5-(2,4,4-trimethylpentan-2-yl)-[1,1'-biphenyl]-2-ol)